C1(CCCC2=CC=CC=C12)O tetrahydro-naphthol